3-[4-(2-phenanthryl)phenyl]-9-(2-naphthyl)-9H-carbazole C1=C(C=CC=2C3=CC=CC=C3C=CC12)C1=CC=C(C=C1)C=1C=CC=2N(C3=CC=CC=C3C2C1)C1=CC2=CC=CC=C2C=C1